Cl.FC1(O[C@H]([C@H](NC1)CNC1=NC=C(C=N1)C(F)(F)F)C)F N-(((2S,3R)-6,6-Difluoro-2-methylmorpholin-3-yl)methyl)-5-(trifluoromethyl)pyrimidin-2-amine hydrochloride